3-[2-amino-5-(1-methylpyrrolo[2,3-b]pyridin-4-yl)thiazol-4-yl]benzonitrile NC=1SC(=C(N1)C=1C=C(C#N)C=CC1)C1=C2C(=NC=C1)N(C=C2)C